2-phenyl-N-(4-phenylpyridin-3-yl)imidazo[1,2-b]pyridazine-8-carboxamide C1(=CC=CC=C1)C=1N=C2N(N=CC=C2C(=O)NC=2C=NC=CC2C2=CC=CC=C2)C1